N-(5-((3-(hydroxymethyl)pyridin-2-yl)methoxy)-1,3,4-thiadiazol-2-yl)-4-(2-methoxyphenyl)-6-methylpyridine-3-carboxamide OCC=1C(=NC=CC1)COC1=NN=C(S1)NC(=O)C=1C=NC(=CC1C1=C(C=CC=C1)OC)C